C(=O)O.NCCC(=O)O beta-alanine formate